N1(CCOCC1)C(\C=C\C)=O (E)-1-morpholin-4-ylbut-2-en-1-one